NC=1C(=C(CN2C(OC3=C(C2)C=C(C(=C3)O)Cl)=O)C=CC1)F 3-(3-amino-2-fluorobenzyl)-6-chloro-7-hydroxy-3,4-dihydro-2H-benzo[e][1,3]oxazin-2-one